4-(4-(4-(1-ethylpiperidin-4-yl)piperazin-1-yl)piperidin-1-yl)-3-((3-fluoro-4-(hexadecyloxy)phenyl)sulfonyl)-6-methoxyquinoline C(C)N1CCC(CC1)N1CCN(CC1)C1CCN(CC1)C1=C(C=NC2=CC=C(C=C12)OC)S(=O)(=O)C1=CC(=C(C=C1)OCCCCCCCCCCCCCCCC)F